(3S,4S)-8-(6-amino-5-((2-amino-3-chloropyridin-4-yl)thio)pyrazin-2-yl)-3-methyl-2-oxa-8-azaspiro[4.5]decan-4-amine hydrochloride Cl.NC1=C(N=CC(=N1)N1CCC2([C@@H]([C@@H](OC2)C)N)CC1)SC1=C(C(=NC=C1)N)Cl